1-(1-tert-butyl-4,4-dimethyl-1,4,5,6-tetrahydropyridin-3-yl)prop-2-en-1-one C(C)(C)(C)N1C=C(C(CC1)(C)C)C(C=C)=O